N-(1-(tert-butyl)-2-oxoindolin-6-yl)-4-((2-hydroxyethyl)sulfonamido)-2-(6-azaspiro[2.5]octan-6-yl)benzamide C(C)(C)(C)N1C(CC2=CC=C(C=C12)NC(C1=C(C=C(C=C1)NS(=O)(=O)CCO)N1CCC2(CC2)CC1)=O)=O